(difluorophenyltriazinyl)[(biphenylyl)dibenzothiophenyl]benzene FC=1C(=C(C=CC1)C=1C(=NN=NC1)C1=C(C=CC=C1)C1=C(C=CC=2SC3=C(C21)C=CC=C3)C3=C(C=CC=C3)C3=CC=CC=C3)F